CC1CCC2(CCCO2)CC1 8-methyl-1-oxaspiro(4.5)decan